N[C@]1(CC(CC1)(F)F)COC1=C(C#N)C(=CC(=C1)C1=CN=C2N1C(=CC=C2)OC)SC (R)-2-((1-amino-3,3-difluorocyclopentyl)methoxy)-4-(5-methoxyimidazo[1,2-a]pyridin-3-yl)-6-(methylthio)benzonitrile